[Br-].CNC(CC)[P+](C1=CC=CC=C1)(C1=CC=CC=C1)C1=CC=CC=C1 ((methylamino)-3-propyl)triphenylphosphonium Bromide